C(#N)C(C(=O)N1CCC(CC1)C1C=2N(NCC1)C(=C(N2)C2=CC=C(C=C2)OC2=CC=CC=C2)C(=O)N)=CC2CC2 8-[1-(2-cyano-3-cyclopropyl-acryloyl)-piperidin-4-yl]-2-(4-phenoxy-phenyl)-5,6,7,8-tetrahydro-imidazo[1,2-b]pyridazine-3-carboxamide